4-Methyl-3,5-dinitrobenzoic acid CC1=C(C=C(C(=O)O)C=C1[N+](=O)[O-])[N+](=O)[O-]